C(C1=CC=CC=C1)OC(=O)N1CC2=CC=C(C=C2CC1)C(=O)C=1SC=C(C1C(=O)O)C 2-(2-benzyloxycarbonyl-3,4-dihydro-1H-isoquinoline-6-carbonyl)-4-methyl-thiophene-3-carboxylic acid